tert-butyl 4-(1-((5-(2,4-difluorophenoxy)pyrazin-2-yl)amino)-1-oxopropan-2-yl)-2,2-dimethylpiperazine-1-carboxylate FC1=C(OC=2N=CC(=NC2)NC(C(C)N2CC(N(CC2)C(=O)OC(C)(C)C)(C)C)=O)C=CC(=C1)F